FC1=CC=C(C=C1)C1=NN2C(CO[C@@](C2)(C(F)(F)F)C)=C1C1=CC=2N(C=C1)N=CC2 (S)-2-(4-fluorophenyl)-6-methyl-3-(pyrazolo[1,5-a]pyridin-5-yl)-6-(trifluoromethyl)-6,7-dihydro-4H-pyrazolo[5,1-c][1,4]oxazine